(S)-4-((6'-chloro-4-(difluoromethoxy)-[2,3'-bipyridin]-4'-yl)amino)butan-2-ol ClC1=CC(=C(C=N1)C1=NC=CC(=C1)OC(F)F)NCC[C@H](C)O